NC1CC(C1)OCCN1CCN(CC1)CC1=CC2=C(N(C(N2C)=O)C2C(NC(CC2)=O)=O)C=C1 3-[5-[[4-[2-(3-Aminocyclobutoxy)ethyl]piperazin-1-yl]methyl]-3-methyl-2-oxo-Benzimidazol-1-yl]piperidine-2,6-dione